5-(6-chloropyridin-2-yl)-5,6-dihydropyrrolo[3,4-c]pyrazole ClC1=CC=CC(=N1)N1CC2=NN=CC2=C1